C(#N)C1=CC=C(C(C(=O)O)=C1)C(=O)O.C1(=CC=CC=C1)CCC(=O)NC1CCC(CC1)NC1=CC(=NC2=CC=CC=C12)C(F)(F)F 3-phenyl-N-[(1s,4s)-4-{[2-(trifluoromethyl)quinolin-4-yl]amino}cyclohexyl]propanamide 5-cyanophthalate